tert-butyl (E)-(2-((6-amino-5-((2-hydroxyphenyl)diazenyl)pyridin-2-yl)amino)-2-oxoethyl)carbamate NC1=C(C=CC(=N1)NC(CNC(OC(C)(C)C)=O)=O)\N=N\C1=C(C=CC=C1)O